COC1=CC(=NC(=C1)C1=C(C=CC=C1)C=1C(=C(C=C(C1)C(C)(C)C)C12CC3CC(CC(C1)C3)C2)[O-])C2=C(C=CC=C2)C=2C(=C(C=C(C2)C(C)(C)C)C23CC1CC(CC(C2)C1)C3)[O-].C[Hf+2]C Dimethylhafnium [2',2'''-(4-methoxypyridine-2,6-diyl)bis(3-((3r,5r,7r)-adamantan-1-yl)-5-(tert-butyl)-[1,1'-biphenyl]-2-olate)]